2,4,6-trimethyl-benzenesulfonylhydroxylamine CC1=C(C(=CC(=C1)C)C)S(=O)(=O)NO